F[C@@H]1[C@@H](C1)C(=O)NC1=CC=C2C(=N1)NC=C2C=2C=CC1=C(N=CS1)C2OC (1S,2S)-2-fluoro-N-[3-(4-methoxy-1,3-benzothiazol-5-yl)-1H-pyrrolo[2,3-b]pyridin-6-yl]cyclopropane-1-carboxamide